2-β-phenyl-ethylthioethylamine glutamate N[C@@H](CCC(=O)O)C(=O)O.C1(=CC=CC=C1)CCSCCN